CN1N=NC2=C1C=CC(=C2C)C(C(C(=O)O)(C)C)C2=CC(=C(C=C2)C)CN2C[C@H](OC1=CC3=CN(N=C3C=C1C2)C)CC 3-(1,4-dimethyl-1H-benzo[d][1,2,3]triazol-5-yl)-3-(3-(((R)-6-ethyl-2-methyl-2,6,7,9-tetrahydro-8H-[1,4]oxazepino[7,6-f]indazol-8-yl)methyl)-4-methylphenyl)-2,2-dimethylpropanoic acid